C(CC)OC=1C=CC(NC1)=O 5-propoxypyridin-2(1H)-one